(R)-1-chloro-3-(4-(2-(3,5-dichloro-4-((R)-3-(ethylsulfonyl)-2-hydroxypropoxy)phenyl)propan-2-yl)phenoxy)propan-2-ol ClC[C@@H](COC1=CC=C(C=C1)C(C)(C)C1=CC(=C(C(=C1)Cl)OC[C@H](CS(=O)(=O)CC)O)Cl)O